FC(C(=O)O)(F)F.ClC=1C=C(C=CC1N1C(N(C=C1)C)=O)C1=C(C(=CC(=C1)F)C1=CC(=C2C=CNC2=C1)N1C[C@H](NCC1)C)O (R)-1-(3-chloro-5'-fluoro-2'-hydroxy-3'-(4-(3-methylpiperazin-1-yl)-1H-indol-6-yl)-[1,1'-biphenyl]-4-yl)-3-methyl-1H-imidazol-2(3H)-one 2,2,2-trifluoroacetate